trans-2-((4-(4-(3-Chlorophenyl)-5-methyl-4H-1,2,4-triazol-3-yl)cyclohexyl)oxy)pyridin ClC=1C=C(C=CC1)N1C(=NN=C1C)[C@@H]1CC[C@H](CC1)OC1=NC=CC=C1